[Si](C1=CC=CC=C1)(C1=CC=CC=C1)(C(C)(C)C)OC1C=2C(CN(CC1)C(=O)OCC1=CC=CC=C1)=CNN2 benzyl 8-((tert-butyldiphenylsilyl)oxy)-4,6,7,8-tetrahydropyrazolo[4,3-c]azepine-5(2H)-carboxylate